C(CCCCCCCCCCCCCCCCC)(=O)O.C(C=C)(=O)O.C(C=C)(=O)O di-acrylic acid monostearate